(2-fluoro-3-(trifluoromethyl)phenyl)acetamide FC1=C(C=CC=C1C(F)(F)F)CC(=O)N